(3S)-1-[6-[[3-(trifluoromethylsulfonyl)phenyl]methyl]-2-azaspiro[3.3]heptane-2-carbonyl]pyrrolidine-3-carboxamide FC(S(=O)(=O)C=1C=C(C=CC1)CC1CC2(CN(C2)C(=O)N2C[C@H](CC2)C(=O)N)C1)(F)F